4-(3'-chloro-2'-(4,6-diphenyl-1,3,5-triazin-2-yl)-[1,1'-biphenyl]-3-yl)-2-(naphthalen-2-yl)quinazoline ClC=1C(=C(C=CC1)C1=CC(=CC=C1)C1=NC(=NC2=CC=CC=C12)C1=CC2=CC=CC=C2C=C1)C1=NC(=NC(=N1)C1=CC=CC=C1)C1=CC=CC=C1